C(\C=C(\C)/CCC=C(C)C)CC(C)=O (Z)-geranylacetone